((2S)-1-(benzo[d]thiazol-2-yl)-1-oxo-3-(5-oxo-4-azaspiro[2.4]hept-6-yl)propan-2-yl)carbamic acid tert-butyl ester C(C)(C)(C)OC(N[C@H](C(=O)C=1SC2=C(N1)C=CC=C2)CC2C(NC1(CC1)C2)=O)=O